4-[2-Ethyl-3-(formyl-methyl-amino)-7-methyl-imidazo[1,2-a]pyridin-6-yl]-piperidine-1-carboxylic acid tert-butyl ester C(C)(C)(C)OC(=O)N1CCC(CC1)C=1C(=CC=2N(C1)C(=C(N2)CC)N(C)C=O)C